FC(F)(F)C=1NC2=C(N1)C=CC=C2 Trifluoromethylbenzimidazol